C1(CC1)OC1=C(C(=C(C(=C1F)F)F)F)S(=O)(=O)NC1=CC=C(C(=O)OC)C=C1 methyl 4-((2-cyclopropoxy-3,4,5,6-tetrafluorophenyl)sulfonamido)benzoate